BrC=1C(=C(OC2CCC(CC2)[C@@H](CC=O)C)C=CC1)C (R)-3-((1r,4R)-4-(3-bromo-2-methylphenoxy)cyclohexyl)butanal